tris(diethylamino)-3-vinylphenylsilane C(C)N(CC)[Si](C1=CC(=CC=C1)C=C)(N(CC)CC)N(CC)CC